{2,4-dibromo-6-[(2,2-difluoroethyl)amino]-3-(1,3-dioxolan-2-yl)phenyl}methanol ethyl-1-[bis(4-methoxyphenyl)-phenyl-methyl]sulfanylcyclopropanecarboxylate C(C)C1C(C1)(C(=O)OCC1=C(C(=C(C=C1NCC(F)F)Br)C1OCCO1)Br)SC(C1=CC=CC=C1)(C1=CC=C(C=C1)OC)C1=CC=C(C=C1)OC